7-amino-6-(5-(1-methylpiperidin-4-yl)-3H-imidazo[4,5-b]pyridin-2-yl)selenopheno[3,2-b]pyridin-5(4H)-one NC=1C2=C(NC(C1C1=NC=3C(=NC(=CC3)C3CCN(CC3)C)N1)=O)C=C[Se]2